N-tert-butyl-4-[[2-[2-hydroxy-5-(3-hydroxypropyl)phenyl]acetyl]amino]pyridine-2-carboxamide C(C)(C)(C)NC(=O)C1=NC=CC(=C1)NC(CC1=C(C=CC(=C1)CCCO)O)=O